2-(2-(4-(2-(2-(tert-butoxy)-2-oxoethoxy)ethyl)piperazin-1-yl)ethoxy)acetic acid C(C)(C)(C)OC(COCCN1CCN(CC1)CCOCC(=O)O)=O